FC1=CC=C(C=C1)[C@H](CCCC(=O)N1C(OCCC[C@H]1C1=CC=CC=C1)=O)O (4S)-3-[(5S)-5-(4-fluorophenyl)-5-hydroxypentanoyl]-4-phenyl-1,3-oxazepan-2-one